3-(4-(((4-methoxyphenethyl)(5-(trifluoromethyl)benzo[d]thiazol-2-yl)amino)methyl)phenyl)propiolic acid COC1=CC=C(CCN(C=2SC3=C(N2)C=C(C=C3)C(F)(F)F)CC3=CC=C(C=C3)C#CC(=O)O)C=C1